5-methyl-3-((6-methylpyridin-2-yl)methyl)-7-((6-((2-(trimethylsilyl)ethoxy)methoxy)pyridin-2-yl)oxy)-3,5-dihydro-4H-pyridazino[4,5-b]indol-4-one CN1C2=C(C=3C=CC(=CC13)OC1=NC(=CC=C1)OCOCC[Si](C)(C)C)C=NN(C2=O)CC2=NC(=CC=C2)C